6-bromo-3-cyclopropyl-[1,2,4]triazolo[4,3-a]pyridine BrC=1C=CC=2N(C1)C(=NN2)C2CC2